2-Amino-4-methyl-pentanoic acid [2-methyl-4-(4-trifluoromethyl-benzylamino)-phenyl]-amide CC1=C(C=CC(=C1)NCC1=CC=C(C=C1)C(F)(F)F)NC(C(CC(C)C)N)=O